titanium dioxide mono-aluminum [Al+3].[O-2].[O-2].[Ti+4]